4-((7-azaspiro[3.5]nonan-2-yl)oxy)-6-(1-methyl-1H-pyrazol-4-yl)pyrazolo[1,5-a]pyrazine C1C(CC12CCNCC2)OC=2C=1N(C=C(N2)C=2C=NN(C2)C)N=CC1